C(OC1=CC=C(C=C1)[N+](=O)[O-])(O[C@@H](C)C1=CC=CC=C1)=O (S)-4-Nitrophenyl (1-phenylethyl) carbonate